N-[(5-cyclopropyl-6-fluoropyridin-2-yl)(phenyl)methyl]-4-fluoro-1-{2-[(1,3-oxazol-2-yl)amino]acetyl}pyrrolidine-2-carboxamide C1(CC1)C=1C=CC(=NC1F)C(NC(=O)C1N(CC(C1)F)C(CNC=1OC=CN1)=O)C1=CC=CC=C1